3-(4-Chlorophenyl)-N-(4-methyl-3-(pyridin-4-yl)-1H-pyrazol-5-yl)-N-(methylsulfonyl)propanamide ClC1=CC=C(C=C1)CCC(=O)N(S(=O)(=O)C)C1=C(C(=NN1)C1=CC=NC=C1)C